FC=1C=CC(=C2C(CCC12)O)S(=O)(C(F)(F)F)=N (7-fluoro-3-hydroxy-2,3-dihydro-1H-inden-4-yl)(imino)(trifluoromethyl)-λ6-sulfanone